COC[C@@H]1[C@@H]([C@@H]([C@H]([C@H](O1)OC[C@@H]([C@@H]([C@@H](CCCCCCCCCCCCCC)O)O)NC(=O)NC(CCCCCCCCCCCCCCCCCCCCCCC)=O)O)O)O (2S,3S,4R)-1-(6-O-methyl-α-D-galactopyranosyloxy)-2-(tetracosanoylureido)-3,4-octadecanediol